C(C1=CC=CC=C1)N1CC(C[C@H]1CO)CNC(OC(C)(C)C)=O tert-butyl (((5S)-1-benzyl-5-(hydroxymethyl)pyrrolidin-3-yl)methyl)carbamate